C(C=C)NC1=CC=C(C=C1)[N+](=O)[O-] N-allyl-4-nitroaniline